di-t-amylhydroquinone C(C)(C)(CC)C=1C(=C(O)C=CC1O)C(C)(C)CC